(S)-N-(8,9-Difluoro-3-(2-hydroxyethyl)-6-oxo-1,2,3,4,5,6-hexahydrobenzo[c][1,7]naphthyridin-1-yl)-N-methyl-1H-indole-2-carboxamide FC=1C(=CC2=C(C(NC=3CN(C[C@H](C23)N(C(=O)C=2NC3=CC=CC=C3C2)C)CCO)=O)C1)F